S(=O)(=O)(O)O.C(CC)OC(N)=N O-propyl-isourea hydrogen sulfate